COC=1C=C(C=CC1C)C(C)C1=CC=2NC3=CC=CC=C3SC2C=C1 2-(1-(3-methoxy-4-methylphenyl)ethyl)-10H-phenothiazine